COC1=C(C=CC(=C1)OC)C1(CN)CC=CC=C1 1-(2,4-dimethoxyphenyl)benzylamine